(2S,3S)-2-Ethyl-3-hydroxybutanoic acid C(C)[C@H](C(=O)O)[C@H](C)O